(E)-benzyl 2,2-dimethylpent-3-enoate CC(C(=O)OCC1=CC=CC=C1)(\C=C\C)C